[Si](C1=CC=CC=C1)(C1=CC=CC=C1)(C(C)(C)C)OCC(CN1[C@@H](C=2NC3=CC=CC=C3C2C[C@H]1C)C1=CN=C(S1)O[C@H]1[C@@H](NCC1)C)(F)F 5-((1S,3R)-2-(3-((tert-Butyldiphenylsilyl)oxy)-2,2-difluoropropyl)-3-methyl-2,3,4,9-tetrahydro-1H-pyrido[3,4-b]indol-1-yl)-2-(((2S,3R)-2-methylpyrrolidin-3-yl)oxy)thiazole